C(C)(C)(C)C=1SC(=CN1)C1=NN(C(=C1C1CCC1)NC(CC(C)(C)O)=O)C N-(3-(2-(tert-butyl)thiazol-5-yl)-4-cyclobutyl-1-methyl-1H-pyrazol-5-yl)-3-hydroxy-3-methylbutanamide